3-(3-(4-(pyrimidin-2-yloxy)benzyl)isoxazol-5-yl)pyridin-2-amine N1=C(N=CC=C1)OC1=CC=C(CC2=NOC(=C2)C=2C(=NC=CC2)N)C=C1